4'-cyanobiphenyl 4-(2-acryloyloxyethoxy)benzoate C(C=C)(=O)OCCOC1=CC=C(C(=O)O)C=C1.C(#N)C1=CC=C(C=C1)C1=CC=CC=C1